methyl 1-(2-ethoxy-2-oxoethyl)-3-sulfamoyl-1H-pyrazole-5-carboxylate C(C)OC(CN1N=C(C=C1C(=O)OC)S(N)(=O)=O)=O